N1-[(2,4-Dimethoxyphenyl)methyl]-N5-[[3-(5,6,7,8-tetrahydroimidazo[1,2-a]pyridin-7-yloxymethyl)-1-bicyclo[1.1.1]pentanyl]methyl]isoquinoline-1,5-diamine COC1=C(C=CC(=C1)OC)CNC1=NC=CC=2C(=CC=CC12)NCC12CC(C1)(C2)COC2CC=1N(CC2)C=CN1